m-diethyl-aminophenol C(C)C1(C(C(=CC=C1)CC)N)O